NCC1(CCN(CC1)C1=C(C(=CC(=C1)OC1=CC(=CC=C1)F)F)F)O 4-(aminomethyl)-1-[2,3-difluoro-5-(3-fluorophenoxy)phenyl]piperidin-4-ol